1-(4-trifluoromethoxyphenylsulfonyl)-1H-indole-3-carbaldehyde FC(OC1=CC=C(C=C1)S(=O)(=O)N1C=C(C2=CC=CC=C12)C=O)(F)F